CO[Si](C1=CC=C(C2=CC=CC=C12)C=C)(C=1C2=CC=CC=C2C=2C=CC=CC2C1)OC dimethoxy(9-phenanthryl)(4-vinylnaphthalen-1-yl)silane